ClCC=1N=CN(C1)C1=CC=C(C#N)C=C1 4-(4-(chloromethyl)-1H-imidazol-1-yl)benzonitrile